BrC1=CC=C2C(=N1)N(C=C2F)CC 6-bromo-1-ethyl-3-fluoro-1H-pyrrolo[2,3-b]Pyridine